C1(CC1)C1=NN(C(=C1)S(=O)(=O)C1OC2(CC1N(C)CCOC)CCNCC2)C ((3-cyclopropyl-1-methyl-1H-pyrazol-5-yl)sulfonyl)-N-(2-methoxyethyl)-N-methyl-1-oxa-8-azaspiro[4.5]decan-3-amine